ClC=1C(=C(C=CC1)NC(=S)C=1C(NCCC1NCC1=C(C=NC=C1)OCC1(OCC1)CC)=O)C N-(3-chloro-2-methylphenyl)-4-[({3-[(2-ethyloxetan-2-yl)methoxy]pyridin-4-yl}methyl)amino]-2-oxo-1,2,5,6-tetrahydropyridine-3-carbothioamide